(1R,3S,5R)-2-(2-(3-acetyl-7-methyl-5-(2-methylpyrimidin-5-yl)-1H-indazol-1-yl)acetyl)-N-(6-bromo-4-fluoropyridin-2-yl)-5-methyl-2-azabicyclo[3.1.0]hexane-3-carboxamide C(C)(=O)C1=NN(C2=C(C=C(C=C12)C=1C=NC(=NC1)C)C)CC(=O)N1[C@@H]2C[C@@]2(C[C@H]1C(=O)NC1=NC(=CC(=C1)F)Br)C